COC(=O)C1C[C@H](CCC1)O (3S)-3-hydroxycyclohexane-1-carboxylic acid methyl ester